1-(4-{4-[2-(6-methylpyridin-3-yl)acetamido]-1H-1,2,3-triazol-1-yl}butyl)-N-[(6-methylpyridin-3-yl)methyl]-1H-1,2,3-triazole-4-carboxamide CC1=CC=C(C=N1)CC(=O)NC=1N=NN(C1)CCCCN1N=NC(=C1)C(=O)NCC=1C=NC(=CC1)C